(Z)-7-(5-(4-fluoro-2-methoxybenzylidene)-2,4-dioxathiazolidine-3-yl)-N-hydroxyheptanamide FC1=CC(=C(\C=C/2\ON(OS2)CCCCCCC(=O)NO)C=C1)OC